C(C)(C)(C)OC(NCCCCCCCCN)=O N-(8-aminooctyl)carbamic acid tert-butyl ester